ClC1=CC=C(C=C1)[C@H](NC(=O)[C@H]1NC(NC1)=O)[C@H]1CC(N(CC1)CC(F)(F)F)(C)C |&1:7,17| (4S)-N-((R and S)-(4-chlorophenyl)((R and S)-2,2-dimethyl-1-(2,2,2-trifluoroethyl)-piperidin-4-yl)methyl)-2-oxoimidazolidine-4-carboxamide